Diphenyl {2,3,4,6-tetra-O-benzoyl-7-O-[bis(phenyloxy)phosphoryl]-D-glycero-β-D-manno-heptopyranosyl} phosphate P(=O)(OC1=CC=CC=C1)(OC1=CC=CC=C1)O[C@H]1[C@@H](OC(C2=CC=CC=C2)=O)[C@@H](OC(C2=CC=CC=C2)=O)[C@H](OC(C2=CC=CC=C2)=O)[C@H](O1)[C@H](OC(C1=CC=CC=C1)=O)COP(=O)(OC1=CC=CC=C1)OC1=CC=CC=C1